C(=O)O.C(C)OC1=NC(=NC=C1C(=O)N)N(C1CCNCC1)C ethoxy-2-(methyl(piperidin-4-yl)amino)pyrimidine-5-carboxamide formate